Br[Zn]CC1=CC(=CC(=C1)F)F bromo[(3,5-difluorophenyl)methyl]-zinc